N-[2-(3-methyl-1H-pyrazol-1-yl)-3-{[(CIS)-4-phenylcyclohexyl]oxy}propyl]methane-sulfonamide CC1=NN(C=C1)C(CNS(=O)(=O)C)CO[C@@H]1CC[C@@H](CC1)C1=CC=CC=C1